methyl 2-[3-[3-[2-[bis(tert-butoxycarbonyl)amino]ethoxy]propoxy]propoxy]acetate C(C)(C)(C)OC(=O)N(CCOCCCOCCCOCC(=O)OC)C(=O)OC(C)(C)C